(hexafluoroisopropylidene)diphthalic acid FC(C(C(F)(F)F)(C1=C(C(C(=O)O)=CC=C1)C(=O)O)C1=C(C(C(=O)O)=CC=C1)C(=O)O)(F)F